4-[[6,7-dichloro-3-(1H-pyrazol-4-yl)-1H-indol-4-yl]oxy]cyclopentane-1,3-diol ClC1=CC(=C2C(=CNC2=C1Cl)C=1C=NNC1)OC1C(CC(C1)O)O